C1(CC1)C1CC1 r-bicyclopropyl